L-(+)-ornithine N[C@@H](CCCN)C(=O)O